2-(2-hydroxyethoxyethyl)acetamide OCCOCCCC(=O)N